ClC1=C2C(=CNC2=C(C=C1)NS(=O)(=O)C=1C=NN(C1)C[C@H](C)O)C#N N-(4-chloro-3-cyano-1H-indol-7-yl)-1-[(2S)-2-hydroxypropyl]pyrazole-4-sulfonamide